ClC1=NN(C(C2=CC=CC=C12)=O)C1=CC(=CC=C1)F 4-chloro-2-(3-fluorophenyl)phthalazin-1(2H)-one